1-chloro-5-methylene-6,7-dihydro-5H-spiro[isoquinoline-8,2'-[1,3]dioxolane] ClC1=NC=CC=2C(CCC3(OCCO3)C12)=C